FC(C1=CC=C(C=C1)C=1N=CC(=C2C=CC=NC12)NCC1(COCC1)O)(F)F 3-(((8-(4-(trifluoromethyl)phenyl)-1,7-naphthyridin-5-yl)amino)methyl)tetrahydrofuran-3-ol